C(#N)CC(=O)OCCCCCCOC(CC#N)=O hexane-1,6-diol bis(cyanoacetate)